7-(piperazin-1-yl)-2-(4-((4-(trifluoromethyl)pyridin-2-yl)carbamoyl)phenyl)-9,10-dihydro-4H-benzo[d]pyrazolo[1,5-a][1,3]diazepine-3-carboxamide N1(CCNCC1)C1=CC2=C(NC=3N(CC2)N=C(C3C(=O)N)C3=CC=C(C=C3)C(NC3=NC=CC(=C3)C(F)(F)F)=O)C=C1